(R)-1-((4-chloro-5-fluoro-2-(2-methoxy-7-methylquinoxalin-5-yl)benzo[d]thiazol-6-yl)oxy)propan-2-yl (2-methylpyridin-3-yl)carbamate CC1=NC=CC=C1NC(O[C@@H](COC1=CC2=C(N=C(S2)C2=C3N=CC(=NC3=CC(=C2)C)OC)C(=C1F)Cl)C)=O